C(C(=C)C)(=O)OC(COCCC[SiH2]C(O[Si](C)(C)C)O[Si](C)(C)C)CO (2-methacryloxy-3-hydroxypropoxy)propyl-bis(trimethylsiloxy)methylsilane